C(#N)C=1C=C(C=CC1OCC1CC1)C=1SC(=C(N1)C)C(=O)NC (3-cyano-4-(cyclopropylmethoxy)phenyl)-N,4-dimethylthiazole-5-carboxamide